4-Fluoro-1-(4'-hydroxy-[1,1'-biphenyl]-4-yl)-1H-indazol-6-ol FC1=C2C=NN(C2=CC(=C1)O)C1=CC=C(C=C1)C1=CC=C(C=C1)O